C1(CC1)[C@H](C)N1C(C2=C(C=C(C=C2C1)C1=C(N=C(S1)NC(C)=O)C)[S@@](=O)CC)=O N-(5-(2-((S)-1-cyclopropylethyl)-7-((S)-ethylsulfinyl)-1-oxoisoindolin-5-yl)-4-methylthiazol-2-yl)acetamide